N,N-Dimethyl-p-Toluidine CC1=CC=C(C=C1)N(C)C